ClC1=NC(=CC=C1C=1CCN(CC1)CC1CC=2NC(C(=CC2CO1)C1CC1)=O)C(=O)NC 2-chloro-1'-((3-cyclopropyl-2-oxo-1,5,7,8-tetrahydro-2H-pyrano[4,3-b]pyridin-7-yl)methyl)-N-methyl-1',2',3',6'-tetrahydro-[3,4'-bipyridine]-6-carboxamide